COC1=C(C=C(C=N1)CN1N=C(C=CC1=O)C=1C=NC(=NC1)OCC(F)(F)F)C 2-((6-methoxy-5-methylpyridin-3-yl)methyl)-6-(2-(2,2,2-trifluoroethoxy)pyrimidin-5-yl)pyridazin-3(2H)-one